C1(CC1)C=1C=C2C=CN(C2=C(C1)C)C(=O)[O-] 5-cyclopropyl-7-methyl-1H-indole-1-carboxylate